5-(piperidin-3-yloxy)isoindolin N1CC(CCC1)OC=1C=C2CNCC2=CC1